2-cyclopentyl-N-(1-(methylsulfonyl)pent-1-en-3-yl)-4-phenoxypyrimidine-5-carboxamide C1(CCCC1)C1=NC=C(C(=N1)OC1=CC=CC=C1)C(=O)NC(C=CS(=O)(=O)C)CC